1-(4-methylbenzyl)-naphthalene CC1=CC=C(CC2=CC=CC3=CC=CC=C23)C=C1